ClC1=C(C(=CC=C1)C)NC(=O)C1=CN=C(S1)NC1=NC(=NC(=C1)N1CCN(CC1)CCCNC(COC1=CC=C(C=C1)N1C(NC(CC1)=O)=O)=O)C N-(2-chloro-6-methylphenyl)-2-((6-(4-(3-(2-(4-(2,4-dioxotetrahydropyrimidin-1(2H)-yl)phenoxy)acetamido)propyl)piperazin-1-yl)-2-methylpyrimidin-4-yl)amino)thiazole-5-carboxamide